C1(CCCC1)CCC(=O)C1=CNC=C1 3-cyclopentyl-1-(1H-pyrrol-3-yl)propan-1-one